N-(5-(5-(9-oxa-3,7-diazabicyclo[3.3.1]nonan-3-yl)benzo[d]oxazol-2-yl)-8-(ethylamino)-2,7-naphthyridin-3-yl)cyclopropanecarboxamide C12CN(CC(CNC1)O2)C=2C=CC1=C(N=C(O1)C1=C3C=C(N=CC3=C(N=C1)NCC)NC(=O)C1CC1)C2